C(C1=CC=CC=C1)N1CCC(CC1)CCNC(=O)N1[C@@H](CN(CC1)C=1C=NC(=NC1)N(C)C)C (2R)-N-[2-(1-benzylpiperidin-4-yl)ethyl]-4-[2-(dimethylamino)pyrimidin-5-yl]-2-methylpiperazine-1-carboxamide